7-[(3R)-3-methyl-1,2,3,4-tetrahydroisoquinoline-2-carbonyl]-1,2,3,4-tetrahydroisoquinoline-2-carboxylic acid tert-butyl ester C(C)(C)(C)OC(=O)N1CC2=CC(=CC=C2CC1)C(=O)N1CC2=CC=CC=C2C[C@H]1C